Cis-4-Ethylcyclohexane-1-Aminium Chloride [Cl-].C(C)[C@H]1CC[C@H](CC1)[NH3+]